2-(2,6-dioxopiperidin-3-yl)-4-((1-methyl-6-(2-methylpyridin-4-yl)-1H-indazol-5-yl)amino)isoindoline-1,3-dione O=C1NC(CCC1N1C(C2=CC=CC(=C2C1=O)NC=1C=C2C=NN(C2=CC1C1=CC(=NC=C1)C)C)=O)=O